Cl.ClCC(=O)N1CC(C2=NC=C(C=C21)CC2=CC=C(C=C2)F)(C)C 2-chloro-1-[6-(4-fluorobenzyl)-3,3-dimethyl-2,3-dihydro-pyrrolo[3,2-b]pyridin-1-yl]-ethanone hydrochloride